tert-Butylmethylether C(C)(C)(C)OC